O1C2C(NCC1)CNC2 octahydropyrrolo[3,4-b][1,4]oxazine